BrC=1C(=NC(=CC1)C=1N=NN(C1COC1OCCCC1)C)C 3-bromo-2-methyl-6-(1-methyl-5-(((tetra-hydro-2H-pyran-2-yl)oxy)methyl)-1H-1,2,3-triazol-4-yl)pyridine